Diglycidylphthalat C(C1CO1)OC(C=1C(C(=O)OCC2CO2)=CC=CC1)=O